C(C1=CC=CC=C1)(=O)NC=1C=C2C(=CNC2=CC1)C=1CCN(CC1)CCCC 5-benzoylamino-3-(1-butyl-1,2,3,6-tetrahydropyridin-4-yl)-1H-indole